N1CC(CC1)O 3-Pyrrolidineol